3-(5-cyano-3-methyl-1H-indol-2-yl)piperidine-1-carboxylate C(#N)C=1C=C2C(=C(NC2=CC1)C1CN(CCC1)C(=O)[O-])C